4-butyl-1,2-dimercaptobenzene C(CCC)C1=CC(=C(C=C1)S)S